C(C1=CC=CC=C1)OC(=O)N1C[C@H](CC1)OC=1C=C2C(NC(=NC2=C(C1)C)C1=CC2=C(C=N1)C=CS2)=O (3S)-3-[(8-methyl-4-oxo-2-thieno[3,2-c]pyridin-6-yl-3H-quinazolin-6-yl)oxy]pyrrolidine-1-carboxylic acid benzyl ester